CC1(OC(OCC1)=O)C(=O)OCCOC 4-methyl-4-(2-methoxyethyloxycarbonyl)-1,3-dioxan-2-one